(2,6-Dichloro-4-pyridyl)-(1-methyl-4-piperidyl)methanone ClC1=NC(=CC(=C1)C(=O)C1CCN(CC1)C)Cl